ClCC1=NC2=C(N1CC=1OC=CN1)C=C(C=C2)C(=O)OC methyl 2-(chloromethyl)-1-(oxazol-2-ylmethyl)-1H-benzo[d]imidazole-6-carboxylate